O1C[C@@H](C12CNC2)N2C[C@@H](CC2)NC(=O)[C@H]2CCN(C1(CC1)C2)C(=O)C2=NNC(=C2)C2=CC(=NC=C2F)OC (S)-N-((R)-1-((S)-1-oxa-6-azaspiro[3.3]heptan-3-yl)pyrrolidin-3-yl)-4-(5-(5-fluoro-2-methoxypyridin-4-yl)-1H-pyrazole-3-carbonyl)-4-azaspiro[2.5]octane-7-carboxamide